tert-butyl-3,5-dichloro-6-methylpyrazine-2-carboxamide C(C)(C)(C)NC(=O)C1=NC(=C(N=C1Cl)Cl)C